Cl.ClC1=CC=C(C=C1)C1=NOC(=C1C1=C(C=CC=C1)C(F)(F)F)C1=CC=C(C(=O)NCCN(C)C)C=C1 4-[3-(4-chlorophenyl)-4-[2-(trifluoromethyl)phenyl]isoxazol-5-yl]-N-[2-(dimethylamino)ethyl]-benzamide hydrochloride